N-cyclopropyl-5-((2,3-dihydrobenzo[b][1,4]dioxin-6-yl)amino)-7-(methylamino)pyrazolo[1,5-a]pyrimidine-3-carboxamide C1(CC1)NC(=O)C=1C=NN2C1N=C(C=C2NC)NC2=CC1=C(OCCO1)C=C2